C1=NC=C(C2=CC=CC=C12)N1C(NC[C@@H]1C#N)=O (R)-3-(isoquinolin-4-yl)-2-oxoimidazoline-4-carbonitrile